2-hydroxypropyl acrylate (2-hydroxyethyl acrylate) OCCC(C(=O)O)=C.C(C=C)(=O)OCC(C)O